SC=1SC2=C(N1)C=CC=C2 Mercapto-benzthiazole